3-[5-[(2-hydroxyethyl)amino]-6-methylpyridin-2-yl]-1H-indole-7-carbonitrile OCCNC=1C=CC(=NC1C)C1=CNC2=C(C=CC=C12)C#N